2-(4-bromophenyl)-8-chloro-4-methyl-3H-quinazoline BrC1=CC=C(C=C1)C1N=C2C(=CC=CC2=C(N1)C)Cl